N1(CC1)C(C(=O)O)C.N1(CC1)C(C(=O)O)C.N1(CC1)C(C(=O)O)C.C(O)C(CO)(CO)CO tetramethylolmethane tris(aziridinylpropionate)